tert-butyl (6,6-difluorospiro[3.3]heptan-2-yl)carbamate FC1(CC2(CC(C2)NC(OC(C)(C)C)=O)C1)F